α-(tosyl)-2-fluorobenzyl isonitrile S(=O)(=O)(C1=CC=C(C)C=C1)C(C1=C(C=CC=C1)F)[N+]#[C-]